tert-butyl 4-(3-(benzyloxy)-4,5,6,7-tetrahydro-1H-indazol-1-yl)piperidine-1-carboxylate C(C1=CC=CC=C1)OC1=NN(C=2CCCCC12)C1CCN(CC1)C(=O)OC(C)(C)C